C1(CC1)C1=C(C(=CC(=C1)OC(F)F)C(C)C)NC(=O)N=[S@](=O)(N)C1=CN=C(S1)C(C)(C)O (R)-N'-(2-cyclopropyl-4-(difluoromethoxy)-6-isopropylphenylcarbamoyl)-2-(2-hydroxypropan-2-yl)thiazole-5-sulfonimidamide